FC1(CCN(CC1)C(=O)C1=C(C=C(C=C1)C1=NN=C(N1)C)C=1N(N=CC1)CC)F (4,4-difluoropiperidin-1-yl)-[2-(2-ethylpyrazol-3-yl)-4-(5-methyl-4H-1,2,4-triazol-3-yl)phenyl]methanone